ethyl 1-(spiro[2.3]hexan-5-ylmethyl)-4-(trifluoromethyl)-1H-pyrazole-5-carboxylate C1CC12CC(C2)CN2N=CC(=C2C(=O)OCC)C(F)(F)F